[N-]=C=O.[N-]=C=O.C1(=CC=C(C=C1)C)C p-xylene diisocyanate